C[C@@H]1N([C@H](CNC1)C)C1(C(C=C(C=C1)C1=NC(=NC=C1)NC1CC2(CS(C2)(=O)=O)C1)C=1C(=C(C(=CC1)C(F)(F)F)S(=O)(=O)N)F)F 3-(2-((2s,6s)-2,6-dimethylpiperazin-1-yl)-5-(2-((2,2-dioxo-2-thiaspiro[3.3]hept-6-yl)amino)pyrimidin-4-yl)-2-fluorophenyl)-2-fluoro-6-(trifluoromethyl)benzenesulfonamide